3,5-dimethoxy-2,6-dihydroxypyridine COC=1C(=NC(=C(C1)OC)O)O